ClC1=CC=C(C=C1)[C@H]1C[C@@H](CO1)C1=NOC(=N1)CN1N=CN2C(C1=O)=C(C(N=C2)=O)C 2-((3-((3R,5R)-5-(4-chlorophenyl)tetrahydro-furan-3-yl)-1,2,4-oxadiazol-5-yl)methyl)-9-methyl-2H-pyrimido[1,6-d][1,2,4]triazine-1,8-dione